8-(4-((4-Fluorobenzyl)(methyl)amino)-3-methylpiperidin-1-yl)-5-methyl-6-oxo-5,6-dihydro-1,5-naphthyridin-2,7-dicarbonitril FC1=CC=C(CN(C2C(CN(CC2)C2=C(C(N(C=3C=CC(=NC23)C#N)C)=O)C#N)C)C)C=C1